CN([C@@H]1CN(CC1)C1=C(C=NC=2NC3=C(C=C(C=C3C21)F)NC)C=2C=C1C(C(=CN(C1=NC2)C)C(=O)O)=O)C 6-[4-[(3S)-3-(dimethylamino)pyrrolidin-1-yl]-6-fluoro-8-(methylamino)-9H-pyrido[2,3-b]indol-3-yl]-1-methyl-4-oxo-1,8-naphthyridine-3-carboxylic acid